6-(2,7-dimethyl-2H-indazol-5-yl)-2-(4-methylpiperazin-1-yl)quinazolin-4(3H)-one CN1N=C2C(=CC(=CC2=C1)C=1C=C2C(NC(=NC2=CC1)N1CCN(CC1)C)=O)C